3-(4-Fluoro-4-(2-(trifluoromethyl)phenyl)piperidine-1-carbonyl)-6,7-dihydro-1H-pyrazolo[4,3-c]pyridin FC1(CCN(CC1)C(=O)C1=NNC2=C1C=NCC2)C2=C(C=CC=C2)C(F)(F)F